benzyl ((S)-5-(((R)-tert-butylsulfinyl)amino)hexyl)carbamate C(C)(C)(C)[S@@](=O)N[C@H](CCCCNC(OCC1=CC=CC=C1)=O)C